nicotine levulinic acid salt C(CCC(=O)C)(=O)O.N1=CC=CC(=C1)C1N(C)CCC1